FC(C(C(F)(F)F)(O)C1=CC=C(C=C1)C1=C(C=C(C=C1)CN1C[C@H](N(CC1)CC1=CC=NC=C1)CC(=O)OCCOCC)C)(F)F 2-ethoxyethyl (R)-2-(4-((4'-(1,1,1,3,3,3-hexafluoro-2-hydroxypropan-2-yl)-2-methyl-[1,1'-biphenyl]-4-yl)methyl)-1-(pyridin-4-ylmethyl)piperazin-2-yl)acetate